NC=1C=C(C=CC1)C(CC1=NC(=NC(=N1)N[C@@H](CO)CC(C)C)NS(=O)(=O)C)C N-(4-(2-(3-Aminophenyl)propyl)-6-(((R)-1-hydroxy-4-methylpentan-2-yl)amino)-1,3,5-triazin-2-yl)methanesulfonamide